2-(3-(3-(cyclohexylcarbamoyl)-1H-pyrazol-5-yl)phenyl)-N-(pentan-3-yl)oxazole-5-carboxamide C1(CCCCC1)NC(=O)C1=NNC(=C1)C=1C=C(C=CC1)C=1OC(=CN1)C(=O)NC(CC)CC